C(#N)C1=C(N=C(S1)N(C1=C(N=C2N1C=C(C=C2)C=2C=NC(=NC2)N2CCN(CC2)C(=O)NC2CCNCC2)CC)C)C2=CC=C(C=C2)F 4-(5-(3-((5-cyano-4-(4-fluorophenyl)thiazol-2-yl)(methyl)amino)-2-ethylimidazo[1,2-a]pyridin-6-yl)pyrimidin-2-yl)-N-(piperidin-4-yl)piperazine-1-carboxamide